bromocarvacrol BrC1=C(O)C(C)=CC=C1C(C)C